N-(3-(1-benzyl-1H-benzo[d]imidazol-6-yl)-1H-pyrazol-5-yl)-4-(4-methylpiperazin-1-yl)benzamide C(C1=CC=CC=C1)N1C=NC2=C1C=C(C=C2)C2=NNC(=C2)NC(C2=CC=C(C=C2)N2CCN(CC2)C)=O